OC1=CC=C(C(=O)OC2C3(CCC(C2(C)C)C3)C)C=C1 1,3,3-trimethyl-bicyclo[2.2.1]heptan-2-yl 4-hydroxybenzoate